1-(4-((3-amino-6-methylisoxazolo[5,4-b]pyridin-4-yl)methyl)phenyl)-3-(p-tolyl)urea NC1=NOC2=NC(=CC(=C21)CC2=CC=C(C=C2)NC(=O)NC2=CC=C(C=C2)C)C